2-(cyclopropylamino)-8-(4-cyclopropylphenyl)pteridin-7(8H)-one C1(CC1)NC1=NC=2N(C(C=NC2C=N1)=O)C1=CC=C(C=C1)C1CC1